[Br-].C(C(=C)C)(=O)OCC[N+](C)(C)C methacryloyloxyethyl-trimethyl-ammonium bromide